1-[diethoxyphosphoryl-(fluoro)methyl]-3-nitro-benzene C(C)OP(=O)(OCC)C(C1=CC(=CC=C1)[N+](=O)[O-])F